3-Methyl-5-prop-1-en-2-ylcyclopent-2-en CC1=CCC(C1)C(=C)C